CC=1C(=C(OC1C)C(=O)OCC)C(=O)OCC Diethyl 4,5-dimethylfuran-2,3-dicarboxylate